BrC1=CC=C(C=N1)OCC(=O)O ((6-bromopyridin-3-yl)oxy)acetic acid